zirconium dimethylzirconium C[Zr]C.[Zr]